1-chloro-6-(4-(1-methyl-4-(trifluoromethyl)-1H-imidazol-2-yl)phenyl)-6,7-dihydro-5H-cyclopenta[c]pyridine-6-carbonitrile ClC1=NC=CC2=C1CC(C2)(C#N)C2=CC=C(C=C2)C=2N(C=C(N2)C(F)(F)F)C